N[C@@H]1CN(CCC1(F)F)C1=NC2=C(N1CC1=NC=C(C#N)C=C1)C=C(C=C2Cl)Cl (R)-6-((2-(3-amino-4,4-difluoropiperidin-1-yl)-4,6-dichloro-1H-benzo[d]imidazol-1-yl)methyl)nicotinonitrile